C(C)(C)(C)OC(=O)N/N=C(\C[C@H](C(=O)OCC)O)/C1=CC=CC=C1.C1(CCCCC1)P(C1=C(C=CC=C1)C1=C(C=CC=C1OC(C)C)OC(C)C)C1CCCCC1 dicyclohexyl-[2-(2,6-diisopropyloxyphenyl)phenyl]phosphane tert-butyl-(R,E)-2-(4-ethoxy-3-hydroxy-4-oxo-1-phenylbutylidene)hydrazine-1-carboxylate